2-[4-(Bromomethyl)phenyl]-5-(trifluoromethyl)-1,3,4-oxadiazole BrCC1=CC=C(C=C1)C=1OC(=NN1)C(F)(F)F